C(#N)C(C)(C)N1N=C(C(=C1)NC=1N=CC2=C(N1)N(C(=C2)C#N)[C@H]2COC[C@@H]2C)OC2COC2 2-((1-(2-cyanopropan-2-yl)-3-(oxetan-3-yloxy)-1H-pyrazol-4-yl)amino)-7-((3r,4r)-4-methyltetrahydrofuran-3-yl)-7H-pyrrolo[2,3-d]pyrimidine-6-carbonitrile